C(C)OC(=O)C1=C(C=CC(=C1)CC)C(=O)OC(CO)CO 2-(2-ethoxycarbonyl-4-ethylphenyl)formyloxy-1,3-propanediol